O1C[C@@H](CC2=CC=CC=C12)NC(=O)C=1N=C2N(CCNC2)C1C1=CC=CC=C1 (R)-N-(chroman-3-yl)-3-phenyl-5,6,7,8-tetrahydroimidazo[1,2-a]pyrazine-2-carboxamide